N1C([13CH]=CC2=CC=CC=C12)=O [3-13C]Quinolone